ClC1=CN=CC(=N1)C1=CC=C(C(=O)NC(C)(C)C=2N=C(SC2)NS(=O)(=O)C2CC2)C=C1 4-(6-chloropyrazin-2-yl)-N-(2-(2-(cyclopropanesulfonylamino)thiazol-4-yl)propan-2-yl)benzamide